O([C@@H]1[C@H](O)[C@@H](O)[C@H](O)[C@H](O1)CO)[C@@]1(CO)[C@@H](O)[C@H](O)[C@H](O1)CO β-D-fructofuranosyl α-D-glucopyranoside